N1=C(C=CC=C1)C1C(C1)C(=O)O 2-(pyridin-2-yl)cyclopropane-1-carboxylic acid